tert-butyl 3-{1-[(3-{2-[(tert-butoxycarbonyl)amino]ethoxy}-5,7-dimethyladamantan-1-yl)methyl]-5-methylpyrazol-4-yl}-6-(6-chloro-5-methylpyridazine-3-carbonyl)pyridine-2-carboxylate C(C)(C)(C)OC(=O)NCCOC12CC3(CC(CC(C1)(C3)C)(C2)C)CN2N=CC(=C2C)C=2C(=NC(=CC2)C(=O)C=2N=NC(=C(C2)C)Cl)C(=O)OC(C)(C)C